(9H-carbazol-9-yl)-4-methylphenol C1=CC=CC=2C3=CC=CC=C3N(C12)C1=C(C=CC(=C1)C)O